(S)-N-((3-methoxythiophen-2-yl)methyl)-N-methyl-2-(9-(pyridin-2-yl)-6-oxaspiro[4.5]decan-9-yl)ethylamine COC1=C(SC=C1)CN(C)CC[C@@]1(CCOC2(CCCC2)C1)C1=NC=CC=C1